trans-N1-(2-(3-hydroxy-4-methylpiperidin-1-yl)phenyl)-N4,N4-dimethylbenzene-1,4-disulfonamide O[C@@H]1CN(CC[C@H]1C)C1=C(C=CC=C1)NS(=O)(=O)C1=CC=C(C=C1)S(=O)(=O)N(C)C